1-ethoxy-2-(2-fluoroethoxy)ethane C(C)OCCOCCF